C1(CC1)COC=1C=CC(=NC1)NC([C@H](C)N1C[C@@H](C(CC1)(F)F)C1=CN(C(C=C1)=O)CC(F)(F)F)=O (S)-N-(5-(cyclopropylmethoxy)pyridin-2-yl)-2-((S)-4,4-difluoro-3-(6-oxo-1-(2,2,2-trifluoroethyl)-1,6-dihydropyridin-3-yl)piperidin-1-yl)propanamide